CC1=C(C=2N(C=C1C1=C(C=3N=C(SC3N1)N1CCN(CC1)CC(C)(O)C)C(C)C)N=CN2)C 1-(4-(5-(7,8-dimethyl-[1,2,4]triazolo[1,5-a]pyridin-6-yl)-6-isopropyl-4H-pyrrolo[3,2-d]thiazol-2-yl)piperazin-1-yl)-2-methylpropan-2-ol